ClC=1C=C(C=CC1)S(=O)(=O)N1CCC2(CC(CO2)NC[C@@H](COC2=CC(=CC=C2)S(=O)(=O)C)O)CC1 (2S)-1-(8-(3-chlorophenylsulfonyl)-1-oxa-8-azaspiro[4.5]decan-3-ylamino)-3-(3-(methylsulfonyl)phenoxy)propan-2-ol